6-(trifluoromethyl)tetrahydro-2H-pyran FC(C1CCCCO1)(F)F